2-(3-bromo-4-chlorophenyl)ethoxy-tert-butyldimethylsilane BrC=1C=C(C=CC1Cl)CCO[Si](C)(C)C(C)(C)C